5-(benzyl(methyl)amino)-7-(1H-pyrazol-4-yl)-N-(pyridin-3-yl)pyrazolo[1,5-a]pyrimidine-2-carboxamide C(C1=CC=CC=C1)N(C1=NC=2N(C(=C1)C=1C=NNC1)N=C(C2)C(=O)NC=2C=NC=CC2)C